3-(6-amino-3-azabicyclo[3.1.0]hex-3-yl)-6-((2,3-dichlorophenyl)thio)pyrazin-2(1H)-one NC1C2CN(CC12)C=1C(NC(=CN1)SC1=C(C(=CC=C1)Cl)Cl)=O